(3-Fluorophenyl)-[1]benzopyrano[3,4-d]imidazol-4(1H)-one FC=1C=C(C=CC1)N1C=NC2=C1C1=C(OC2=O)C=CC=C1